ON1C(=NC2=C(C1=O)C=C(N=C2)OC)C=2N=NC(=CC2)N(C2CCNCC2)C 3-hydroxy-6-methoxy-2-(6-(methyl(piperidin-4-yl)amino)pyridazin-3-yl)pyrido[3,4-d]-pyrimidin-4(3H)-one